BrC=1C(=C(C(=O)NNC(CCNC(OC(C)(C)C)=O)=O)C=CC1)C tert-butyl (3-(2-(3-bromo-2-methylbenzoyl)hydrazinyl)-3-oxopropyl)carbamate